(R)-(4-(7-chloropyrazolo[1,5-a]pyridin-2-yl)-6,7-dihydro-1H-imidazo[4,5-c]pyridin-5(4H)-yl)(2-(2-hydroxypropan-2-yl)-4-methyloxazol-5-yl)methanone ClC1=CC=CC=2N1N=C(C2)[C@@H]2N(CCC1=C2N=CN1)C(=O)C1=C(N=C(O1)C(C)(C)O)C